FC=1N=C(SC1CN1[C@H](C[C@H](C1)OC1=NC=NC(=C1)OC)C)NC(C([2H])([2H])[2H])=O N-(4-fluoro-5-(((2S,4R)-4-((6-methoxypyrimidin-4-yl)oxy)-2-methylpyrrolidin-1-yl)methyl)thiazol-2-yl)acetamide-2,2,2-d3